1,2-dithiinyl-sn-glycero-3-phosphoethanolamine S1SC(=CC=C1)C(OP(OC[C@@H](CO)O)(=O)O)CN